NC(C)N1CCNCC1 1-amino-ethyl-piperazine